N=1NC=C2C=CC(=CC12)C(=O)OC methyl 2H-indazole-6-carboxylate